CC1(CCC(CC1)NC=1N=CC2=C(N1)NC=C2C2=NC=1N(C=C2)N=CC1)O 1-methyl-4-((5-(pyrazolo[1,5-a]pyrimidin-5-yl)-7H-pyrrolo[2,3-d]pyrimidin-2-yl)amino)cyclohexan-1-ol